(5-methyl-3-(3-methyl-1,2,4-thiadiazol-5-yl)-5,6-dihydro-[1,2,4]triazolo[4,3-a]pyrazin-7(8H)-yl)(4-(thiophen-2-yl)phenyl)methanone CC1CN(CC=2N1C(=NN2)C2=NC(=NS2)C)C(=O)C2=CC=C(C=C2)C=2SC=CC2